OCC1[C@H]2C(N[C@@H]([C@@H]12)COC1=NC=CC2=CC(=C(C=C12)OC)C(=O)N)=O 1-{[(1S,2S,5S)-6-(hydroxymethyl)-4-oxo-3-azabicyclo[3.1.0]hex-2-yl]methoxy}-7-methoxyisoquinoline-6-carboxamide